BrC=1C=CC(=NC1)N1C[C@@H](CCC1)O (3R)-1-(5-bromopyridin-2-yl)piperidin-3-ol